2-[({[2'-({[2-(Methylsulfanyl)phenyl]carbamoyl}oxy)-1,1'-binaphthyl-2-yl]oxy}carbonyl)-amino]ethyl acrylat C(C=C)(=O)OCCNC(=O)OC1=C(C2=CC=CC=C2C=C1)C1=C(C=CC2=CC=CC=C12)OC(NC1=C(C=CC=C1)SC)=O